(4aR,8aS)-6-(6-((2-Fluoro-4-(trifluoromethyl)benzyl)oxy)-2-azaspiro[3.3]heptane-2-carbonyl)hexahydro-2H-pyrido[4,3-b][1,4]oxazin-3(4H)-one FC1=C(COC2CC3(CN(C3)C(=O)N3C[C@@H]4[C@@H](OCC(N4)=O)CC3)C2)C=CC(=C1)C(F)(F)F